2,5-dimethoxy-4-cyclopropylthiophenethylamine COC1=C(CCN)C=C(C(=C1)SC1CC1)OC